CN1N=CC(=C1)C1=CC(=C2C=CC=NC2=C1)C=1C=CC(=NC1)N1CCN(CC1)C(=O)C1=CC=CC=C1 (4-(5-(7-(1-Methyl-1H-pyrazol-4-yl)quinolin-5-yl)pyridin-2-yl)piperazin-1-yl)(phenyl)methanone